O=C1C2=C(N=C(N1)C1(CC1)C=1SC=C(C1)C1=CC=NC=C1)CCN(C2)C(=O)OC(C)(C)C tert-butyl 4-oxo-2-(1-(4-(pyridin-4-yl)thiophen-2-yl)cyclopropyl)-3,5,7,8-tetrahydropyrido[4,3-d]pyrimidine-6(4H)-carboxylate